5-{[4-({3-[methyl(methylsulfonyl)amino]benzyl}amino)-5-(trifluoromethyl)pyrimidin-2-yl]amino}pyridine-2-carboxamide CN(C=1C=C(CNC2=NC(=NC=C2C(F)(F)F)NC=2C=CC(=NC2)C(=O)N)C=CC1)S(=O)(=O)C